O1C[C@@H](CC12CCNCC2)NC(OC(C)(C)C)=O (R)-tert-butyl 1-oxa-8-azaspiro[4.5]decan-3-ylcarbamate